benzyl (S)-4-{[1-(4-{2-[2-(benzyloxy)-3-fluorophenyl]-3-oxo-7-oxa-2-azaspiro[3.5]nonan-1-yl}-2-fluoro-5-methoxyphenyl)piperidin-4-yl]methyl}piperazine-1-carboxylate C(C1=CC=CC=C1)OC1=C(C=CC=C1F)N1[C@H](C2(C1=O)CCOCC2)C2=CC(=C(C=C2OC)N2CCC(CC2)CN2CCN(CC2)C(=O)OCC2=CC=CC=C2)F